1-[(3S)-3-butyl-6-methoxy-1-(1-methyl-1H-pyrazol-3-yl)-1,2,3,4-tetrahydroisoquinolin-2-yl]-3-(trimethylsilyl)prop-2-yn-1-one C(CCC)[C@@H]1N(C(C2=CC=C(C=C2C1)OC)C1=NN(C=C1)C)C(C#C[Si](C)(C)C)=O